FC(S(=O)(=O)OC1=CC2(C=CC(C1)(O2)C(C)C)C(C)C)(F)F [1,5-di-isopropyl-8-oxabicyclo[3.2.1]octa-2,6-dien-3-yl] trifluoromethanesulfonate